N-(2-methoxyethyl)-5,6-diphenyl-1,2,4-triazin-3-amine COCCNC=1N=NC(=C(N1)C1=CC=CC=C1)C1=CC=CC=C1